L-Isoleucine esylate S(=O)(=O)(O)CC.N[C@@H]([C@@H](C)CC)C(=O)O